4-oxo-5-(p-tolyl)-1,4-dihydropyridazine-3-carboxylic acid ethyl ester C(C)OC(=O)C1=NNC=C(C1=O)C1=CC=C(C=C1)C